FC1=CC=C(C=C1)C1=CC=C(C=2NC(=NC21)NC(=O)C2=CN=C(O2)C)OC N-[4-(4-fluorophenyl)-7-methoxy-1H-1,3-benzodiazol-2-yl]-2-methyl-1,3-oxazole-5-carboxamide